N-(4-(4-amino-7-(1-isobutyrylpiperidin-4-yl)-1-oxo-1,2-dihydro-phthalazin-5-yl)phenyl)-1-isopropyl-2,4-dioxo-3-(pyridin-2-yl)-1,2,3,4-tetrahydropyrimidine-5-carboxamide NC1=NNC(C2=CC(=CC(=C12)C1=CC=C(C=C1)NC(=O)C=1C(N(C(N(C1)C(C)C)=O)C1=NC=CC=C1)=O)C1CCN(CC1)C(C(C)C)=O)=O